4-(7-(Ethoxycarbonyl)benzo[d]imidazo[2,1-b]thiazol-2-yl)benzoic acid C(C)OC(=O)C1=CC2=C(N3C(S2)=NC(=C3)C3=CC=C(C(=O)O)C=C3)C=C1